(1R,2R)-2-[[tert-butyl-(dimethyl)silyl]oxymethyl]-1-methyl-cyclopentanol C(C)(C)(C)[Si](OC[C@@H]1[C@@](CCC1)(O)C)(C)C